FC=1C=C(CN2C[C@H](C[C@@H](C2)C2=CC=C(C=C2)C(F)(F)F)CC(=O)O)C=CC1C(F)(F)F Trans-2-(1-(3-fluoro-4-(trifluoromethyl)benzyl)-5-(4-(trifluoromethyl)phenyl)piperidin-3-yl)acetic acid